O1COC2=C1C=CC(=C2)CC(CCC)NC 1-(1,3-benzodioxol-5-yl)-N-methylpentan-2-amine